C1(=CC=CC=C1)C1=NC2=CC(=CC(=C2C(C1OC)=O)OC)OC 2-phenyl-3,5,7-trimethoxyquinolin-4-one